7-(4-bromo-benzoylamino)-3,4-dihydro-1H-isoquinoline-2-carboxylic acid tert-butyl ester C(C)(C)(C)OC(=O)N1CC2=CC(=CC=C2CC1)NC(C1=CC=C(C=C1)Br)=O